BrC=1C=C2C=C(N=C(C2=CC1)[2H])N 6-bromoisoquinolin-1-d-3-amine